OCCOC=1C=C2C=CC(=CC2=CC1)C1(C2=CC=CC=C2C=2C=CC=CC12)C1=CC2=CC=C(C=C2C=C1)OCCO 9,9-bis(6-(2-hydroxyethoxy)naphthalene-2-yl)fluorene